C(C)S(=O)(=O)NC1=CC=C(C=C1)C=1C2=C(N=C(N1)NC(=O)C1CC1)NC=C2 N-(4-(4-(ethylsulfonylamino)phenyl)-7H-pyrrolo[2,3-d]pyrimidin-2-yl)cyclopropylcarboxamide